C(N)(=O)[C@@H]1C[C@@H](CCC1)NC(OC(C)(C)C)=O Tert-butyl ((1R,3S)-3-carbamoylcyclohexyl)carbamate